C(C1=CC=CC=C1)OC(=O)NCCCCNCCNC1=NC2=C(C3=CN=CC=C13)C=CC(=C2)C(=O)OC Methyl 5-((2-((4-(((benzyloxy)carbonyl)amino)butyl)amino)ethyl)amino)benzo[c][2,6]naphthyridine-8-carboxylate